anisic acid 3-hydroxypropylester OCCCOC(C1=CC=C(C=C1)OC)=O